C(#N)C=1C=C(C=NC1)S(=O)(=O)NC(C(F)(F)F)C1=CC=C(C=C1)C(F)(F)F 5-cyano-N-(2,2,2-trifluoro-1-(4-(trifluoromethyl)phenyl)ethyl)pyridine-3-sulfonamide